COC(\C(=C\C1=C(C=CC=C1)P(C1=CC=CC=C1)C1=CC=CC=C1)\C#N)=O (E)-2-cyano-3-(2-(diphenylphosphino)phenyl)acrylic acid methyl ester